(1R,2S)-2-(3-{[2-(3-hydroxyazetidin-1-yl)-5-methoxypyrimidin-4-yl]amino}-1H-indazol-6-yl)-5'-methoxy-1'H-spiro[cyclopropane-1,3'-indol]-2'-one OC1CN(C1)C1=NC=C(C(=N1)NC1=NNC2=CC(=CC=C12)[C@@H]1C[C@@]12C(NC1=CC=C(C=C21)OC)=O)OC